NC1=NC(N(C=C1Br)C1O[C@@]([C@H](C1)O)(CO)C#C)=O 4-Amino-5-bromo-1-((4S,5R)-5-ethynyl-4-hydroxy-5-(hydroxymethyl)tetrahydrofuran-2-yl)pyrimidin-2(1H)-one